ClC1=CC=C(C=C1)[C@H](CC1=NOC(=N1)CN1C(N(C=C(C1=O)C)C=1C=NNC1)=O)O 3-({3-[(2S)-2-(4-chlorophenyl)-2-hydroxyethyl]-1,2,4-oxadiazol-5-yl}methyl)-5-methyl-1-(1H-pyrazol-4-yl)pyrimidine-2,4-dione